Cl.FC1=CC=CC(=N1)C=1N=C(SC1)NC(=O)C1NCC1 N-(4-(6-Fluoropyridin-2-yl)thiazol-2-yl)azetidine-2-carboxamide hydrochloride